CC=1C=2N(C=C(C1)C1=C(C=C3C(=NNC3=C1)C1CCN(CC1)CCS(=O)(=O)C)C)N=CN2 8-methyl-6-(5-methyl-3-(1-(2-(methylsulfonyl)ethyl)piperidin-4-yl)-1H-indazol-6-yl)-[1,2,4]triazolo[1,5-a]pyridine